N(=[N+]=[N-])[C@@H]1[C@H](CC2=CC=CC=C12)OC (1S,2S)-1-azido-2-methoxy-2,3-dihydro-1H-indene